ClC1=NC(=C2N=CN(C2=N1)C([C@H]([C@@H]([C@H](C)COCP(O)(O)=O)O)F)=O)N[C@H](CC)CC=O ({[(2R,3R,4S,5R)-5-(2-chloro-6-{[(3R)-Oxopentan-3-yl]amino}-9H-purin-9-yl)-4-fluoro-3-hydroxyOxopentan-2-yl]methoxy}methyl)phosphonic acid